BrC1=CN=C(C(=N1)NS(=O)(=O)C)Cl N-(6-Bromo-3-chloropyrazin-2-yl)methanesulfonamide